FC(S(=O)(=O)O)(F)F.FC1=C(C(=C(C(=C1C(=O)O)F)F)F)F pentafluorobenzoic acid, trifluoromethanesulfonic acid salt